1H-indole-1-butyric acid N1(C=CC2=CC=CC=C12)CCCC(=O)O